O1P2ON1CCN1OP(O2)O1 ethylenediamine diphosphite